N[C@H](C(=O)N1CC(CCC1)C1=NOCC(O1)CN1CCCCC1)C |r| rac-(2S)-2-amino-1-(3-(5-(piperidin-1-ylmethyl)-5,6-dihydro-1,4,2-dioxazin-3-yl)piperidin-1-yl)propan-1-one